tert-butyl (2-(5-(pyridin-3-yl)-1H-indol-3-yl)ethyl)carbamate N1=CC(=CC=C1)C=1C=C2C(=CNC2=CC1)CCNC(OC(C)(C)C)=O